(R)-5-methyl-5-{4-[4-(5-trifluoromethylbenzothiazol-2-yl)piperidine-1-carbonyl]phenyl}imidazolidine-2,4-dione C[C@]1(C(NC(N1)=O)=O)C1=CC=C(C=C1)C(=O)N1CCC(CC1)C=1SC2=C(N1)C=C(C=C2)C(F)(F)F